5'-(4-(9H-carbazol-9-yl)phenyl)-4,4''-bis(3,6-dimethyl-9H-carbazol-9-yl)-6'-(4-(3,6-dimethyl-9H-carbazol-9-yl)phenyl)-4'-(pyridin-4-yl)-[1,1':2',1''-terphenyl]-3'-carbonitrile C1=CC=CC=2C3=CC=CC=C3N(C12)C1=CC=C(C=C1)C=1C(=C(C(=C(C1C1=CC=C(C=C1)N1C2=CC=C(C=C2C=2C=C(C=CC12)C)C)C1=CC=C(C=C1)N1C2=CC=C(C=C2C=2C=C(C=CC12)C)C)C1=CC=C(C=C1)N1C2=CC=C(C=C2C=2C=C(C=CC12)C)C)C#N)C1=CC=NC=C1